C1OCC12CC(C2)OC2=C(C=C(C=C2)F)C2CCN(CC2)[C@H]2CC1(CN(C1)C(=O)C1(CC1)F)CC2 (R)-(6-(4-(2-((2-oxaspiro[3.3]heptan-6-yl)oxy)-5-fluorophenyl)piperidin-1-yl)-2-azaspiro[3.4]octan-2-yl)(1-fluorocyclopropyl)methanone